N-fluorenylmethoxycarbonyl-2,2,4,6,7-pentamethyldihydrobenzofuran-5-sulfonyl-L-arginine C1(=CC=CC=2C3=CC=CC=C3CC12)COC(=O)N([C@@H](CCCNC(N)=N)C(=O)O)S(=O)(=O)C1=C(C(=C2C(CC(O2)(C)C)C1C)C)C